C(C)OC=1C=C(C=CC1OCC)C1=NC2=CC(=CC(=C2C(C1OCC)=O)OCC)OCC 2-(3,4-diethoxyphenyl)-3,5,7-triethoxyquinolin-4-one